[Ti].[Cu].[W].[Mo] molybdenum tungsten copper titanium